tungsten-nickel-chromium-molybdenum [Mo].[Cr].[Ni].[W]